FC1([C@@H](C1)CN1N=CC(=C1)C1=C(N=C2N(C1=O)C=C(N2C)C)C(F)(F)F)F 6-(1-{[(1S)-2,2-difluorocyclopropyl]methyl}-1H-pyrazol-4-yl)-1,2-dimethyl-7-(trifluoromethyl)-1H,5H-imidazo[1,2-a]pyrimidin-5-one